2-(3-bromo-2-fluorophenyl)-2,2-difluoroethan-1-ol BrC=1C(=C(C=CC1)C(CO)(F)F)F